7-((4-chloro-2-fluorobenzyl)amino)-3,4-dihydroisoquinoline-2(1H)-carboxylic acid tert-butyl ester C(C)(C)(C)OC(=O)N1CC2=CC(=CC=C2CC1)NCC1=C(C=C(C=C1)Cl)F